2-Fluoro-4-isobutyl-6-(piperazin-1-yl)benzonitrile hydrochloride Cl.FC1=C(C#N)C(=CC(=C1)CC(C)C)N1CCNCC1